D-arginyl-phenylalanyl-glycinamide N[C@H](CCCNC(N)=N)C(=O)N[C@@H](CC1=CC=CC=C1)C(=O)NCC(=O)N